C(C)OC=1C=C(C(=O)NC2=NN(C(=C2)C(F)(F)F)C)C=CC1B1OC(C(O1)(C)C)(C)C 3-ethoxy-N-(1-methyl-5-(trifluoromethyl)-1H-pyrazol-3-yl)-4-(4,4,5,5-tetramethyl-1,3,2-dioxaborolan-2-yl)benzamide